CN(C1=C(C2=CC=CC=C2C(=C1)OC(=O)OC)OC(C(=C)C)=O)C 2-dimethylamino-4-methoxycarbonyloxy-1-methacryloyloxynaphthalene